tert-butyl (3-(3-(6-(pyrrolidin-1-yl)-1H-benzo[d]imidazol-2-yl)-1H-indazole-5-carboxamido) propyl)carbamate N1(CCCC1)C=1C=CC2=C(NC(=N2)C2=NNC3=CC=C(C=C23)C(=O)NCCCNC(OC(C)(C)C)=O)C1